rel-(1S,2S,4S)-2-[(4-bromophenyl)methoxy]-4-{[tert-butyl(dimethyl)silyl]oxy}cyclopentan-1-amine BrC1=CC=C(C=C1)CO[C@@H]1[C@H](C[C@@H](C1)O[Si](C)(C)C(C)(C)C)N |o1:9,10,12|